1-(3-(((6-amino-5-(4-(benzyloxy)phenyl)pyrimidin-4-yl)amino)methyl)pyrrolidin-1-yl)prop-2-en-1-one NC1=C(C(=NC=N1)NCC1CN(CC1)C(C=C)=O)C1=CC=C(C=C1)OCC1=CC=CC=C1